COC(C1=CN=C(C=C1C1=C(C=CC=C1OC)Cl)C)=O.BrC=1C(=C(C=CC1)CC=1C=NN2C1C=CC(=C2C)C)O (3-bromo-2-hydroxyphenyl)(6,7-dimethylpyrazolo[1,5-a]pyridin-3-yl)methane methyl-4-(2-chloro-6-methoxyphenyl)-6-methylnicotinate